4-(1-methylpiperidin-4-yl)-N-[5-(trifluoromethyl)isoquinolin-8-yl]benzamide CN1CCC(CC1)C1=CC=C(C(=O)NC=2C=CC(=C3C=CN=CC23)C(F)(F)F)C=C1